O=C(CCOCCN1CCCC2=C1C=NNC2=O)N2CCN(CC2)C2=NC=C(C=N2)C(F)(F)F 1-(2-(3-oxo-3-(4-(5-(trifluoromethyl)pyrimidin-2-yl)piperazine-1-yl)propoxy)ethyl)-2,3,4,6-tetrahydropyrido[2,3-d]pyridazin-5(1H)-one